N1C(=CC2=CC=CC=C12)C(=O)N INDOL-2-CARBOXAMIDE